C(C)C1=C(C(N(C2=NC=C(C=C12)C(=C)C)CC1=NC=C(C=C1)F)=O)C(=O)OC(C)C#CC=1N=CNC1 4-(1H-imidazol-4-yl)but-3-yn-2-ol ethyl-1-((5-fluoropyridin-2-yl)methyl)-2-oxo-6-(prop-1-en-2-yl)-1,2-dihydro-1,8-naphthyridine-3-carboxylate